tert-butyl (2-(2-(3-((2-(2,6-dioxopiperidin-3-yl)-1,3-dioxoisoindolin-4-yl)amino)propoxy)ethoxy)ethyl)carbamate O=C1NC(CCC1N1C(C2=CC=CC(=C2C1=O)NCCCOCCOCCNC(OC(C)(C)C)=O)=O)=O